C(CC)OC1=C(OC23CCCC(CCC2)N3OC3=NC=C(C=C3)C(F)(F)F)C=CC(=C1)C(F)(F)F 2-propoxy-4-(trifluoromethyl)phenoxy-9-[[5-(trifluoromethyl)-2-pyridinyl]oxy]-9-azabicyclo[3.3.1]nonane